(2-{[2-(1H)-indole-3-carboxamido] phenyl}Ethyl thio) acetate C(C)(=O)OSCCC1=C(C=CC=C1)NC(=O)C1=CNC2=CC=CC=C12